(S)-pentyl 8-(2-amino-6-((R)-1-(4-chloro-2-(3-methyl-1H-pyrazol-1-yl)phenyl)-2,2,2-trifluoroethoxy)pyrimidin-4-yl)-2,8-diazaspiro[4.5]decane-3-carboxylate NC1=NC(=CC(=N1)N1CCC2(C[C@H](NC2)C(=O)OCCCCC)CC1)O[C@@H](C(F)(F)F)C1=C(C=C(C=C1)Cl)N1N=C(C=C1)C